BrC1=C2C3(C(NC2=CC(=C1)C(=O)OC)=O)CC(CC3)O methyl 4'-bromo-3-hydroxy-2'-oxospiro[cyclopentane-1,3'-indoline]-6'-carboxylate